C(#N)C=1C=C(C(=C(C1)CNC(=O)C=1C=NC(=C(C1)F)OC)OC)F N-[(5-cyano-3-fluoro-2-methoxyphenyl)-methyl]-5-fluoro-6-methoxypyridine-3-carboxamide